C(C)(C)(C)OC(=O)N1[C@@H](CN(CC1)C(C(=O)OCC)C(CC)=O)C (2R)-4-(1-ethoxy-1,3-dioxopentan-2-yl)-2-methylpiperazine-1-carboxylic acid tert-butyl ester